2,2-dimethyl-2,3-dihydrobenzofuran-7-yl acetate C(C)(=O)OC1=CC=CC=2CC(OC21)(C)C